C(C)OC(=O)C=1C=CN2C3=C(CCC12)C=NC=N3 5,6-dihydropyrimido[4,5-e]Indolizine-7-carboxylic acid ethyl ester